2,4,6-trimethoxybenzoin COC1=C(C(=CC(=C1)OC)OC)C(=O)C(O)C1=CC=CC=C1